1-methyl-2-oxo-4-{4-[4-(trifluoromethyl)phenyl]piperidin-1-yl}-1,2-dihydroquinoline-3-carbonitrile CN1C(C(=C(C2=CC=CC=C12)N1CCC(CC1)C1=CC=C(C=C1)C(F)(F)F)C#N)=O